4-(2-(cyclopropylsulfonyl)-2,8-diazaspiro[4.5]decan-8-yl)-6,7-dimethoxyquinoline-3-carbonitrile C1(CC1)S(=O)(=O)N1CC2(CC1)CCN(CC2)C2=C(C=NC1=CC(=C(C=C21)OC)OC)C#N